tert-Butyl (S)-4-(7-(3-chlorophenyl)-5-(ethylamino)-7H-pyrrolo[2,3-d]pyrimidin-4-yl)-3-methylpiperazine-1-carboxylate ClC=1C=C(C=CC1)N1C=C(C2=C1N=CN=C2N2[C@H](CN(CC2)C(=O)OC(C)(C)C)C)NCC